[Na+].[Fe+3].C(CN(CC(=O)[O-])CC(=O)[O-])N(CC(=O)[O-])CC(=O)[O-] ethylenediaminetetraacetic acid, iron(III)-sodium salt